C(C)(C)(C)OC(=O)N([C@](CS)(C(=O)O)CC1=CC=CC=C1)C(=O)OC(C)(C)C N-tert-Butoxycarbonyl-(S)-benzyl-N-(tert-butoxycarbonyl)-D-cysteine